2-(2'-ethyl-4'-((6-(isobutylsulfonyl)-2,6-diazaspiro[3.3]heptan-2-yl)methyl)-[1,1'-biphenyl]-4-yl)-1,1,1,3,3,3-hexafluoropropan-2-ol C(C)C1=C(C=CC(=C1)CN1CC2(C1)CN(C2)S(=O)(=O)CC(C)C)C2=CC=C(C=C2)C(C(F)(F)F)(C(F)(F)F)O